C1(=CC=C(C2=CC=CC=C12)C(=O)O)C(=O)O.CN1C(=NC=C1)CCCC=1N(C=CN1)C 1,3-bis(N-methylimidazolyl)propane 1,4-naphthalenediformate